NC1=C(C=C(C=N1)C=1C=NC=CC1)O[C@H](C)C=1C=C(C=CC1)NC(C1=CC(=CC=C1)C1CC1)=O (R)-N-(3-(1-((6-amino-[3,3-bipyridin]-5-yl)oxy)ethyl)phenyl)-3-cyclopropylbenzamide